[Cs+].ClC1=CC(=C(C(=O)[O-])C=C1F)NC1=C(C(=C(C=C1)F)F)C 4-chloro-2-((3,4-difluoro-2-methylphenyl)amino)-5-fluorobenzoic acid, Cesium salt